Azido-nonaethylene glycol N(=[N+]=[N-])C(COCCOCCOCCOCCOCCOCCOCCOCCO)O